C=1(C(=C2C(=CC1)C1C(COCC3C2O3)O1)C=1C(=CC=CC1)O)O 4-biphenoldiglycidyl ether